C(#N)C1=C(C=C(C=C1)F)C1(CC1)OCC(=O)N1CC2CCC(C1)N2C2=NC=C(C#N)C=C2 6-(3-(2-(1-(2-cyano-5-fluorophenyl)cyclopropoxy)acetyl)-3,8-diazabicyclo[3.2.1]octan-8-yl)nicotinonitrile